C(#N)CC1=CC=C(CN2N=CC(=C2COC)C(=O)OC)C=C1 methyl 1-(4-(cyanomethyl)benzyl)-5-(methoxymethyl)-1H-pyrazole-4-carboxylate